CC1(C(=O)O)CC=CC(=C1)Cl 1-methyl-5-chlorobenzoic acid